2Z-Decenal CCCCCCC/C=C\C=O